O1CC(CCC1)N1N=CC=2C1=NC(=NC2)C(=O)O 1-(tetrahydro-2H-pyran-3-yl)-1H-pyrazolo[3,4-d]pyrimidine-6-carboxylic acid